xylosyl-cholesterol C1([C@H](O)[C@@H](O)[C@H](O)CO1)CC(C)CCC[C@@H](C)[C@H]1CC[C@H]2[C@@H]3CC=C4C[C@@H](O)CC[C@]4(C)[C@H]3CC[C@]12C